sarcosinic acid N(C)CC(=O)O